(E)-N-[2-[(3S)-3-acetamidopyrrolidin-1-yl]-2-oxoethyl]-3-[4-(trifluoromethyl)phenyl]prop-2-enamide C(C)(=O)N[C@@H]1CN(CC1)C(CNC(\C=C\C1=CC=C(C=C1)C(F)(F)F)=O)=O